[C@@]12(C[C@@H](CCC1)CC(=O)OC)OC1(OO2)C2CC3CC(CC1C3)C2 Methyl 2-((R,R)-dispiro[adamantane-2,3'-[1,2,4]trioxolane-5',1''-cyclohexan]-3''-yl)acetate